((cis)-3-aminocyclobutyl)methanol hydrochloride Cl.N[C@H]1C[C@H](C1)CO